C(C)NC1=CC=C(C=C1)C1=C2C=C(C(=CC2=CC2=C1C(OC2)=O)OC)OC 9-(4-(ethylamino)phenyl)-6,7-dimethoxynaphtho[2,3-c]furan-1(3H)-one